C(C)(C)(C)C(C(=O)[O-])(C(=O)[O-])CCCCC.[Li+].[Li+] lithium 2-(tert-butyl)-2-pentylpropanedioate